[1-(tert-butoxycarbonyl)-5',6'-dihydrospiro[azetidine-3,4'-pyrrolo[1,2-b]pyrazol]-2'-yl]boronic acid C(C)(C)(C)OC(=O)N1CC2(CCN3N=C(C=C32)B(O)O)C1